N2-(4-((2-Ethyl-4-phenylthiazol-5-yl)oxy)pyridin-2-yl)-N5-(2-(4-ethylpiperazin-1-yl)ethyl)pyridine-2,5-diamine C(C)C=1SC(=C(N1)C1=CC=CC=C1)OC1=CC(=NC=C1)NC1=NC=C(C=C1)NCCN1CCN(CC1)CC